N,N-diethylaminomethyl-trimethoxysilane C(C)N(CC)C[Si](OC)(OC)OC